4-bromo-5-methyl-benzene-1,2-diamine BrC=1C=C(C(=CC1C)N)N